5-[2-[5-(2-aminoethyl)pyrimidin-2-yl]-5-fluorophenoxy]-N-(2,2-difluoroethyl)-N-ethyl-1-methylpyrazole-3-amine NCCC=1C=NC(=NC1)C1=C(OC2=CC(=NN2C)N(CC)CC(F)F)C=C(C=C1)F